ClC1=C(C=CC=C1C1=NC=CC(=C1Cl)C1=NC(=C(C=C1)CNCC1NC(CC1)=O)OC)NC(C1=NC=C(C=C1)CNCCO)=O N-(2-chloro-3-(3'-chloro-6-methoxy-5-((((5-oxopyrrolidin-2-yl)methyl)amino)methyl)-[2,4'-bipyridin]-2'-yl)phenyl)-5-(((2-hydroxyethyl)amino)methyl)picolinamide